tert-butyl 9-(4-amino-3-(pyrimidin-2-yl)pyrazolo[1,5-a]pyrazin-2-yl)-3-azaspiro[5.5]undec-8-ene-3-carboxylate NC=1C=2N(C=CN1)N=C(C2C2=NC=CC=N2)C2=CCC1(CCN(CC1)C(=O)OC(C)(C)C)CC2